C(#N)C1=C(C=CC=C1)[C@@H]([C@H](C)C=1N(C(C(=C(N1)C(=O)NC=1C=NOC1)O)=O)C)C=1C(=NNC1)F 2-((1r,2s)-1-(2-cyanophenyl)-1-(3-fluoro-1H-pyrazol-4-yl)propan-2-yl)-5-hydroxy-N-(isoxazol-4-yl)-1-methyl-6-oxo-1,6-dihydropyrimidine-4-carboxamide